4-(2-methylphenyl)phenyl methacrylate C(C(=C)C)(=O)OC1=CC=C(C=C1)C1=C(C=CC=C1)C